C(C1=CC=CC=C1)N1C[C@H](C([C@H](C1)C)F)C (3R,4r,5S)-1-benzyl-4-fluoro-3,5-dimethylpiperidine